3-((3,5-difluoro-4-(piperidin-4-yl)phenyl)amino)piperidine-2,6-dione FC=1C=C(C=C(C1C1CCNCC1)F)NC1C(NC(CC1)=O)=O